1-(8-aminoquinolin-4-yl)ethan-1-one NC=1C=CC=C2C(=CC=NC12)C(C)=O